2-(2-Fluoro-5-isopropyl-8-oxothieno[2',3':4,5]pyrrolo[1,2-d][1,2,4]triazin-7(8H)-yl)-N-((1r,3r)-3-hydroxy-3-methyl-cyclobutyl)acetamide FC1=CC2=C(C=C3N2C(=NN(C3=O)CC(=O)NC3CC(C3)(C)O)C(C)C)S1